6-bromo-3-cyclopentyl-[1,2,4]triazolo[4,3-a]pyridine BrC=1C=CC=2N(C1)C(=NN2)C2CCCC2